tert-butyl 4-(1-((7-(difluoromethyl)-2-methylimidazo[1,2-a]pyridin-6-yl)carbamoyl)-2,3-dihydro-1H-pyrrolo[2,3-b]pyridin-4-yl)piperazine-1-carboxylate FC(C1=CC=2N(C=C1NC(=O)N1CCC=3C1=NC=CC3N3CCN(CC3)C(=O)OC(C)(C)C)C=C(N2)C)F